5-amino-3-tert-butyl-pyrazol-1-carboxylic acid [4-(5-trifluoromethyl-benzimidazol-1-yl)-phenyl]-amide FC(C1=CC2=C(N(C=N2)C2=CC=C(C=C2)NC(=O)N2N=C(C=C2N)C(C)(C)C)C=C1)(F)F